4,4-difluoro-3-oxobutyronitrile FC(C(CC#N)=O)F